5-(1-cyclopropyl-4-(trifluoromethyl)-1H-imidazol-2-yl)-2-((6-(4-cyclopropyl-6-methoxypyrimidin-5-yl)-1H-pyrazolo[3,4-d]pyrimidin-1-yl)methyl)phenol C1(CC1)N1C(=NC(=C1)C(F)(F)F)C=1C=CC(=C(C1)O)CN1N=CC=2C1=NC(=NC2)C=2C(=NC=NC2OC)C2CC2